phenylsulfonic acid sodium salt [Na+].C1(=CC=CC=C1)S(=O)(=O)[O-]